1-(1-fluoroethyl)cyclobutane-1-carboxylic acid FC(C)C1(CCC1)C(=O)O